BrC=1C=C2C(OCC=3N=C(C=CC3C=3C(=CC(=C(NS(C(C1OC)=C2)(=O)=O)C3)F)F)OC)=O 13-bromo-19,21-difluoro-5,14-dimethoxy-16,16-dioxo-9-oxa-16λ6-thia-6,17-diazatetracyclo[16.3.1.111,15.02,7]tricosa-1(22),2(7),3,5,11,13,15(23),18,20-nonaen-10-one